N-(7-chloro-6-(1-((3S,4S)-4-fluoro-3-methyltetrahydrofuran-3-yl)piperidin-4-yl)isoquinolin-3-yl)-3-oxabicyclo[4.1.0]heptane-7-carboxamide ClC1=C(C=C2C=C(N=CC2=C1)NC(=O)C1C2CCOCC12)C1CCN(CC1)[C@]1(COC[C@H]1F)C